C(C)[C@H]1N(C[C@@H]2N(C1)C(N(C2)C2(CCC2)C(F)(F)F)=O)C=2C(=NC(=CC2)C2=C(C=CC=C2)OCC)C=O 3-[(6R,8aS)-6-ethyl-3-oxo-2-[1-(trifluoromethyl)cyclobutyl]-5,6,8,8a-tetrahydro-1H-imidazo[1,5-a]pyrazin-7-yl]-6-(2-ethoxyphenyl)pyridine-2-carbaldehyde